NN(CC1=CC=C(C=C1)O)C(=O)O aza-tyrosine